BOC-THIOUREA C(=O)(OC(C)(C)C)NC(=S)N